O=C1N(C2=C(OC1)C=CC=C2)CC(=O)NN 2-(3-oxo-2H-benzo[b][1,4]oxazin-4(3H)-yl)acetohydrazide